(4-(1H-benzo[d]imidazol-2-yl)piperidin-1-yl)(1-(4-fluorophenyl)-1H-indol-5-yl)methanone N1C(=NC2=C1C=CC=C2)C2CCN(CC2)C(=O)C=2C=C1C=CN(C1=CC2)C2=CC=C(C=C2)F